sodium N,N,N'-trimethylethylenediamine CN(CCNC)C.[Na]